lauryl-dimethyl-amine-N-oxide C(CCCCCCCCCCC)[N+](C)(C)[O-]